C[Si](CCOCN1N=C(C2=CC=CC=C12)[Sn](C)(C)C)(C)C 1-((2-(trimethylsilyl)ethoxy)methyl)-3-(trimethylstannyl)-1H-indazole